(vinyl phosphonate) piperazine salt N1CCNCC1.C(=C)P(O)(O)=O